(1R,3R)-1,2,3-trimethylcyclohexane C[C@H]1C([C@@H](CCC1)C)C